N-(2-hydroxy-2-methylpropyl)-N'-{5-[5-(methanesulfonyl)-1,3-benzooxazol-2-yl]-6,6-dimethyl-4,5,6,7-tetrahydro[1,3]thiazolo[5,4-c]pyridin-2-yl}urea OC(CNC(=O)NC=1SC=2CN(C(CC2N1)(C)C)C=1OC2=C(N1)C=C(C=C2)S(=O)(=O)C)(C)C